(2R)-1,1,1-trifluoro-4-methoxy-2-(6-(2-methyl-2H-pyrazolo[3,4-b]pyridin-5-yl)thieno[2,3-b]pyridin-2-yl)-2-butanol FC([C@@](CCOC)(O)C1=CC=2C(=NC(=CC2)C2=CC=3C(N=C2)=NN(C3)C)S1)(F)F